2-(Difluoromethyl)-5-[5-[(2-phenyl-1,3-thiazol-4-yl)methyl]thiophen-2-yl]-1,3,4-oxadiazole FC(C=1OC(=NN1)C=1SC(=CC1)CC=1N=C(SC1)C1=CC=CC=C1)F